ClC1=C(C=C(NCC2(CC(C2)(C)C)C2=NC=CN=C2Cl)C=C1)F 4-chloro-N-((1-(3-chloropyrazin-2-yl)-3,3-dimethylcyclobutyl)methyl)-3-fluoroaniline